(S)-1-(4-bromo-2,3-difluorophenyl)-5-(hydroxymethyl)pyrrolidin-2-one BrC1=C(C(=C(C=C1)N1C(CC[C@H]1CO)=O)F)F